COC(C1=C(C=CC=C1)C)=O methyl-benzoic acid methyl ester